C(C)[C@@]1([C@@H](O[C@@H]([C@H]1O)CO)N1C=NC=2C(=O)NC(N)=NC12)O 2'-ethyl-guanosine